2-(2-cyclohexyl-2-(2-hydroxy-5-methylphenyl)ethyl)-1-methylpyridine bromide [Br-].C1(CCCCC1)C(CC1N(C=CC=C1)C)C1=C(C=CC(=C1)C)O